CC(COC(C)CO)O Di-Propylene glycol